C(#N)CC1=CC(=NN1C)C(=O)OC methyl 5-(cyanomethyl)-1-methyl-pyrazole-3-carboxylate